(E)-2-methyl-N-(pyridin-3-ylmethylene)propane-2-sulfinamide methyl-2-cyclohexyl-2-hydroxyacetate COC(C(O)C1CCCCC1)=O.CC(C)(C)S(=O)/N=C/C=1C=NC=CC1